CC(CC(C)C)(O)O 1,3-dimethylbutanediol